3-chloropyridazine-4-carbonitrile ClC=1N=NC=CC1C#N